isovaleroate C(CC(C)C)(=O)[O-]